5-(difluoromethoxy)-2-[(RS)-[(3,4-dimethoxypyridin-2-yl)methyl]sulfinyl]-1-methyl-1H-benzimidazole FC(OC1=CC2=C(N(C(=N2)[S@](=O)CC2=NC=CC(=C2OC)OC)C)C=C1)F |r|